C(C)OP(O)(=O)CNC1=NC2=C(C(=CC=C2C(=C1)C=1C=NNC1)Cl)Cl (7,8-dichloro-4-(1H-pyrazol-4-yl)quinolin-2-ylamino)methylphosphonic acid monoethyl ester